N1N=CC2=NC=C(C=C21)CNC(=O)[C@H]2N(C[C@@H](C2)OC(F)F)C(CNC(=O)C=2C=CC=1SC3=CC=CC=C3OC1C2)=O (2S,4R)-N-((1H-pyrazolo[4,3-b]pyridin-6-yl)methyl)-4-(difluoromethoxy)-1-((phenoxathiine-3-carbonyl)glycyl)pyrrolidine-2-carboxamide